ClC=1C(=NC(=NC1C1=CNC2=CC(=CC=C12)C)NC1=CC(=CC(=C1)CN1C[C@H](N[C@H](C1)C)C)C1CC1)OC 5-chloro-N-(3-cyclopropyl-5-(((3R,5S)-3,5-dimethylpiperazine-1-yl)methyl)phenyl)-4-methoxy-6-(6-methyl-1H-indol-3-yl)pyrimidine-2-amine